ClC=1C=C(CCN2C[C@@H](CCC2)NC(OC(C)(C)C)=O)C=CC1OCC1CC1 tert-butyl (R)-(1-(3-chloro-4-(cyclopropylmethoxy)phenethyl)piperidin-3-yl)carbamate